3-[(1-methyl-1H-imidazol-2-yl)thio]-2-propenoic acid-octadecyl ester C(CCCCCCCCCCCCCCCCC)OC(C=CSC=1N(C=CN1)C)=O